CN1C2=C(C(=O)N(C1=O)C)NC=N2.C(CCN)C[C@@H](C(=O)O)N lysine theophyllinate